tri(caffeoyl)spermidine C(\C=C\C1=CC(O)=C(O)C=C1)(=O)C(N(C(\C=C\C1=CC(O)=C(O)C=C1)=O)C(\C=C\C1=CC(O)=C(O)C=C1)=O)CCCNCCCN